COC1=C(C#N)C=CC=C1C1=NN(C(=C1)C(F)(F)F)C methoxy-3-[1-methyl-5-(trifluoromethyl)pyrazol-3-yl]benzonitrile